C12CNCC(CC1)N2C2=CC(=NC=C2)OCCOCCOCCOCCOCCOCC(=O)OC methyl 17-((4-(3,8-diazabicyclo[3.2.1]octan-8-yl)pyridin-2-yl)oxy)-3,6,9,12,15-pentaoxaheptadecanoate